2-methyl-1,2-dihydro-2,3,1-benzodiazaborinin-1-ol CN1B(C2=C(C=N1)C=CC=C2)O